ClC(C)(C)OC(=O)OC(C)(C)Cl chloro(isopropoxy) ketone